(R)-3-(4-amino-3-(7-(4-methoxybenzenesulfonamido)benzo[d][1,3]dioxol-4-yl)-1H-pyrazolo[3,4-d]pyrimidin-1-yl)piperidine-1-carboxylic acid tert-butyl ester C(C)(C)(C)OC(=O)N1C[C@@H](CCC1)N1N=C(C=2C1=NC=NC2N)C2=CC=C(C=1OCOC12)NS(=O)(=O)C1=CC=C(C=C1)OC